Cl.ClC1=CC=C(C=C1)C=1N=C(C2=C(C=NNC2=O)N1)NC1=CC=C(C=C1)CN1CCNCC1 2-(4-chlorophenyl)-4-(4-(piperazin-1-ylmethyl)phenylamino)pyrimido[4,5-d]pyridazin-5(6H)-one hydrochloride